OC1=C(C=O)C=CC=C1O 2,3-Dihydroxybenzaldehyd